OC=1C(C=CC(C1O)=O)=O 2,3-dihydroxy-1,4-benzoquinone